(3S,5R,6E)-7-[2-cyclopropyl-4-(4-fluorophenyl)-3-quinolinyl]-3,5-dihydroxy-6-heptenoic acid calcium salt [Ca+2].C1(CC1)C1=NC2=CC=CC=C2C(=C1/C=C/[C@@H](C[C@@H](CC(=O)[O-])O)O)C1=CC=C(C=C1)F.C1(CC1)C1=NC2=CC=CC=C2C(=C1/C=C/[C@@H](C[C@@H](CC(=O)[O-])O)O)C1=CC=C(C=C1)F